2-cyclopropyl-N-(4-(methylsulfonyl)-1-(methylsulfanyl)but-3-en-2-yl)-4-phenoxypyrimidine-5-carboxamide C1(CC1)C1=NC=C(C(=N1)OC1=CC=CC=C1)C(=O)NC(CSC)C=CS(=O)(=O)C